Maleic anhydride Monomethyl-maleate COC(\C=C/C(=O)O)=O.C1(\C=C/C(=O)O1)=O